(R)-2,2-dimethyl-6-(3-(1-methyl-1H-pyrazol-3-yl)-1,2,4-oxadiazol-5-yl)-3,4-dihydro-2H-pyrano[2,3-b]pyridin-3-ol CC1([C@@H](CC=2C(=NC=C(C2)C2=NC(=NO2)C2=NN(C=C2)C)O1)O)C